methyl 2-[[4-(3-benzyloxypyrazol-1-yl)-2-fluoro-phenyl]methyl]-3-(2-methoxyethyl)benzimidazole-5-carboxylate C(C1=CC=CC=C1)OC1=NN(C=C1)C1=CC(=C(C=C1)CC=1N(C2=C(N1)C=CC(=C2)C(=O)OC)CCOC)F